N-((5-(2-(2,2-difluoroacetyl)hydrazine-1-carbonyl)pyridin-2-yl)methyl)-N-phenylmorpholine-4-carboxamide FC(C(=O)NNC(=O)C=1C=CC(=NC1)CN(C(=O)N1CCOCC1)C1=CC=CC=C1)F